FC1=C(C=C(C(=C1)C1=NC(=CC=C1)OCC1=C(C=C(C=C1)C#CC1COC1)F)F)CC=1N(C2=C(N1)C=CC(=C2)C(=O)O)CCOC 2-[[2,5-difluoro-4-[6-[[2-fluoro-4-[2-(oxetan-3-yl)ethynyl]phenyl]methoxy]-2-pyridyl]phenyl]methyl]-3-(2-methoxyethyl)benzimidazole-5-carboxylic acid